C(C(O)CC(=S)[O-])(=S)OC(C1=CC=CC=C1)C α-(methyl)benzyl dithiomalate